ClC=1C=C(NC2(CCC3(C(CC4=CC(=C(C=C34)COC)F)C[C@H](COCC3=CC=C(C=C3)OC)C)CC2)C(=O)OC)C=CC1 methyl (1r,4R)-4-(3-chloroanilino)-5'-fluoro-6'-(methoxymethyl)-2'-{(2R)-3-[(4-methoxyphenyl)methoxy]-2-methylpropyl}-2',3'-dihydrospiro[cyclohexane-1,1'-indene]-4-carboxylate